CN1N=C(C(=C1)C1=CC=NC=C1)C1=CC=C(OCC2=NC3=CC=CC=C3CC2=O)C=C1 2-({4-[1-methyl-4-(pyridin-4-yl)-1H-pyrazol-3-yl]phenoxy}methyl)quinolin-3(4H)-one